6-ethyl-5-(2-(pyrrolidin-1-yl)quinolin-8-yl)pyridin-2-amine C(C)C1=C(C=CC(=N1)N)C=1C=CC=C2C=CC(=NC12)N1CCCC1